ClC=1C(=C(C(=O)N2C(CC(CC2)(C(=O)O)CC2=NC(=CC=C2F)NC=2SC=CN2)C(F)(F)F)C=CC1)F 1-(3-chloro-2-fluorobenzoyl)-4-((3-fluoro-6-(thiazol-2-ylamino)pyridin-2-yl)methyl)-2-(trifluoromethyl)piperidine-4-carboxylic acid